BrC=1C(NN(C1[C@@H]1[C@H](C(N(C1)C)=O)C(=O)NC1=NC(=CC=C1)F)C)Cl (3S,4R)-4-(4-bromo-3-chloro-1-methyl-3H-pyrazol-5-yl)-N-(6-fluoro-2-pyridyl)-1-methyl-2-oxo-pyrrolidine-3-carboxamide